4-bromo-2-(6-(piperidin-1-yl)pyridin-3-yl)thiazole BrC=1N=C(SC1)C=1C=NC(=CC1)N1CCCCC1